3-(2-Methyl-5-nitrophenyl)-5-(1-(naphthalen-2-yl)ethyl)-1,2,4-oxadiazole CC1=C(C=C(C=C1)[N+](=O)[O-])C1=NOC(=N1)C(C)C1=CC2=CC=CC=C2C=C1